FC1=CC=2N(C=C1NC(=O)C1=CC=C(C3=CN(N=C13)C)N1CCN(CC1)C(=O)OC(C)(C)C)C=C(N2)C tert-butyl 4-[7-({7-fluoro-2-methylimidazo[1,2-a]pyridin-6-yl} carbamoyl)-2-methylindazol-4-yl]piperazine-1-carboxylate